FC1=C(C=CC(=C1)F)C1=NC(=NC2=C1N=C(N(C2=O)C)C)N2C[C@H](OCC2)C=2C=NN(C2)C 8-(2,4-difluorophenyl)-2,3-dimethyl-6-[(2R)-2-(1-methyl-1H-pyrazol-4-yl)morpholin-4-yl]-3H,4H-pyrimido[5,4-d][1,3]diazin-4-one